ClC=1C=NN(C(C1)=O)[C@H](C(=O)NC1=CC(=C(C=C1)C)S(NCCC1=CC=C(C=C1)S(N)(=O)=O)(=O)=O)C (2S)-2-(4-chloro-6-oxo-pyridazin-1-yl)-N-[4-methyl-3-[2-(4-sulfamoylphenyl)ethylsulfamoyl]phenyl]propanamide